Cl.Cl.CN([C@H](C)C(=O)N)C dimethyl-D-alaninamide dihydrochloride